NC1=C(C(=NC=2N1NC(C2C)CC)SC)C#N 7-amino-2-ethyl-3-methyl-5-(methylthio)-1,2-dihydropyrazolo[1,5-a]pyrimidine-6-carbonitrile